methyl O-acetyl-N-(2-(4'-((tert-butoxycarbonyl)amino)-[1,1'-biphenyl]-3-carboxamido)acryloyl)-L-serinate C(C)(=O)OC[C@H](NC(C(=C)NC(=O)C=1C=C(C=CC1)C1=CC=C(C=C1)NC(=O)OC(C)(C)C)=O)C(=O)OC